OC1=C(C(=O)NC=2C=CC(=NC2)C(=O)O)C=C(C(=C1)S(=O)(=O)O)O 5-(2,5-dihydroxy-4-sulfobenzamido)picolinic acid